CN1N=CC(=C1)C(=O)NC1=CC(=CC=C1)C=1OC(=NN1)NC1=CC=C(C=C1)C=1C=NN(C1)C1OCCCC1 1-methyl-N-(3-(5-((4-(1-(tetrahydro-2H-pyran-2-yl)-1H-pyrazol-4-yl)phenyl)amino)-1,3,4-oxadiazol-2-yl)phenyl)-1H-pyrazole-4-carboxamide